C1(=CC=CC=C1)C1CC(CCCC=C1)=O phenylcyclooctane-7-ene-3-one